FC(C(=O)OCC([C@H]1[C@@H](C[C@H]2[C@@H]3CCC4=CC(C=C[C@]4(C)[C@]3([C@H](C[C@]12C)O)F)=O)C)=O)CCC α,9-difluoro-11β-hydroxy-21-valeryloxy-16α-methyl-1,4-pregnadiene-3,20-dione